(E)-3-(4-(2-((2-(4-ethoxyphenoxy)-2-methylpropanoyl)oxy)ethoxy)-3-methoxyphenyl)acrylic acid C(C)OC1=CC=C(OC(C(=O)OCCOC2=C(C=C(C=C2)/C=C/C(=O)O)OC)(C)C)C=C1